(2,3-difluorophenyl)hydrazine FC1=C(C=CC=C1F)NN